CC1=NC=CC(=C1)C=1OC=C(N1)C(=O)O 2-(2-methyl-pyridin-4-yl)oxazole-4-carboxylic acid